BrC=1C=NC=2N3CCC(C[C@@H]3COC2N1)(O)C(C1=C(C=CC=C1)F)=O (10R)-5-bromo-12-(2-fluorobenzoyl)-8-oxa-1,3,6-triazatricyclo[8.4.0.02,7]tetradeca-2(7),3,5-trien-12-ol